Ethyl (E)-5-chloro-1-(3,5-difluorobenzyl)-4-(2-methoxyvinyl)-1H-pyrazole-3-carboxylate ClC1=C(C(=NN1CC1=CC(=CC(=C1)F)F)C(=O)OCC)\C=C\OC